disodium 4-amino-5-hydroxy-3-[(4-nitrophenyl)diazenyl]-6-(phenyldiazenyl)-2,7-naphthalenedisulfonate NC1=C(C(=CC2=CC(=C(C(=C12)O)N=NC1=CC=CC=C1)S(=O)(=O)[O-])S(=O)(=O)[O-])N=NC1=CC=C(C=C1)[N+](=O)[O-].[Na+].[Na+]